ClC1=NC(=CC(=C1)C(C1CCC(CC1)N)(F)F)Cl 4-[(2,6-dichloro-4-pyridyl)-difluoro-methyl]cyclohexanamine